3,3-dimethyloxetane CC1(COC1)C